1,1-dioxo[1,2]thiazepan O=S1(NCCCCC1)=O